COC=1C=C(C(=O)N(C)C)C=CC1NCC#C 3-methoxy-N,N-dimethyl-4-(prop-2-yn-1-ylamino)benzamide